OCCC1C(CCC1)O 2-(2-Hydroxyethyl)cyclopentan-1-ol